5-(1-hydroxyethyl)-N-((1R,3r,5S)-8-((quinuclidin-4-ylmethyl)sulfonyl)-8-azabicyclo[3.2.1]octan-3-yl)isoxazole-3-carboxamide OC(C)C1=CC(=NO1)C(=O)NC1C[C@H]2CC[C@@H](C1)N2S(=O)(=O)CC21CCN(CC2)CC1